C(C)N1C=C(C(C2=CC(=C3C(=C12)CC(C3)CNCCC3CN(C(O3)=O)C=3C=CC=1OCC(NC1N3)=O)F)=O)C(=O)OCC ethyl 1-ethyl-6-fluoro-4-oxo-8-[[2-[2-oxo-3-(3-oxo-4H-pyrido[3,2-b][1,4]oxazin-6-yl)-1,3-oxazolidin-5-yl]ethylamino]methyl]-8,9-dihydro-7H-cyclopenta[h]quinoline-3-carboxylate